1-[3-[4-(Cyclopropylcarbamoyl)-3-(difluoromethoxy)-5-methoxy-phenyl]imidazo[1,2-a]pyridin-7-yl]cyclopropanecarboxylic acid methyl ester COC(=O)C1(CC1)C1=CC=2N(C=C1)C(=CN2)C2=CC(=C(C(=C2)OC)C(NC2CC2)=O)OC(F)F